(S)-N-((R or S)-(4-(tert-butyl)thiazol-2-yl)(4-chlorophenyl)methyl)-2-oxooxazolidine-5-carboxamide C(C)(C)(C)C=1N=C(SC1)[C@H](NC(=O)[C@@H]1CNC(O1)=O)C1=CC=C(C=C1)Cl |o1:9|